C(C)(C)(C)C1=CC=C(C=C1)S(=O)(=O)NC(\C=C\C=1C(=NN(C1)C1=CC=CC=C1)CCC1=CC=CC=C1)=O (E)-N-(4-t-butylbenzenesulfonyl)-3-(3-phenethyl-1-phenyl-1H-pyrazol-4-yl)acrylamide